4-methoxy-1-((2-(trimethylsilyl)ethoxy)methyl)-1H-pyrazole-5-carboxylic acid COC=1C=NN(C1C(=O)O)COCC[Si](C)(C)C